COC([C@H](CC1=CC=C(C=C1)N1C(C2(C3=CC(=C(C=C13)N(C)C)F)CC2)=O)NC(C2=C(C=CC=C2F)Cl)=O)=O (S)-2-(2-chloro-6-fluorobenzoylamino)-3-(4-(6'-(dimethylamino)-5'-fluoro-2'-oxospiro[cyclopropane-1,3'-indoline]-1'-yl)phenyl)propionic acid methyl ester